CN1CCC(CC1)NC1=C2C=C(N(C2=CC=C1)CC(F)(F)F)C1=NN=C(S1)CNC(=O)C1=NC=CC=C1 N-[(5-{4-[(1-methylpiperidin-4-yl)amino]-1-(2,2,2-trifluoroethyl)-1H-indol-2-yl}-1,3,4-thiadiazol-2-yl)methyl]pyridine-2-carboxamide